ClC1=CC=C(CC2C(N(CC2)C2=CC=C(C=C2)C2=NC=NC=C2)=O)C=C1 3-(4-chlorobenzyl)-1-(4-(pyrimidin-4-yl)phenyl)pyrrolidin-2-one